C(CCC)C1=NC2(C(N1CC=1C=CC(=C3COCC13)C1=C(C=CC=C1)S(=O)(=O)N(COC)C1=NOC(=C1Cl)C)=O)CCCC2 2-(7-((2-butyl-4-oxo-1,3-diazaspiro[4.4]non-1-en-3-yl)methyl)-1,3-dihydroisobenzofuran-4-yl)-N-(4-chloro-5-methylisoxazol-3-yl)-N-(methoxymethyl)benzenesulfonamide